N-acetylgalactosamin C(C)(=O)N[C@H]1C(O)O[C@@H]([C@@H]([C@@H]1O)O)CO